4-(4-fluorophenoxy)butanoic acid FC1=CC=C(OCCCC(=O)O)C=C1